(S)-2-chloro-4-(2-(1-ethyl-3-(trifluoromethyl)-1H-pyrazol-4-yl)-3-fluorophenyl)-5,6-dihydro-4H-thieno[2,3-c]pyrrole hydrochloride Cl.ClC1=CC2=C(CN[C@H]2C2=C(C(=CC=C2)F)C=2C(=NN(C2)CC)C(F)(F)F)S1